ICCN(S(=O)(=O)C1=CC=C(C=C1)C)C(C(=C)C)C1=CC=CC=C1 N-(2-iodoethyl)-4-methyl-N-(2-methyl-1-phenylallyl)benzenesulfonamide